2-(6-bromo-8-chloroimidazo[1,5-a]pyridin-3-yl)-5-(difluoromethyl)-1,3,4-oxadiazole BrC=1C=C(C=2N(C1)C(=NC2)C=2OC(=NN2)C(F)F)Cl